S(=O)(=O)(O)C(CO)CO.[Li] lithium 2-sulfo-1,3-propylene glycol